tert-butyl 4-(1-(4-amino-5-(cyclopropylmethoxy)-2-(1-methyl-1H-pyrazol-4-yl)phenyl)piperidin-4-yl)piperazine-1-carboxylate NC1=CC(=C(C=C1OCC1CC1)N1CCC(CC1)N1CCN(CC1)C(=O)OC(C)(C)C)C=1C=NN(C1)C